2-(4-tert-butyl-5-chloro-2-methyl-phenyl)-5-(5-chloro-2-methyl-1,2,4-triazol-3-yl)-1H-1,6-naphthyridin-4-one C(C)(C)(C)C1=CC(=C(C=C1Cl)C=1NC2=CC=NC(=C2C(C1)=O)C=1N(N=C(N1)Cl)C)C